FC(C(=O)O)(F)F.C12(CC3CC(CC(C1)C3)C2)C=2C=C(C=CC2O)C2=C(C=C(C=C2)C=CC(=O)O)CNC(=N)N 3-(3'-adamantan-1-yl-2-guanidinomethyl-4'-hydroxy-biphenyl-4-yl)-acrylic acid trifluoroacetate